OC(C)(C)C=1N=C(SC1)[S@@](=O)(N)=NC(NC1=C2CCCC2=CC2=C1OCC2)=O (R)-4-(2-hydroxy-propan-2-yl)-N'-((3,5,6,7-tetrahydro-2H-indeno-[5,6-b]furan-8-yl)carbamoyl)thiazole-2-sulfonimidamide